5-ethylpyridin-3-amine C(C)C=1C=C(C=NC1)N